NC1=NC(=C(C=2N1C(N(N2)C[C@H]2CNCCO2)=O)C2=CC(=NC(=C2)C)C)C2=CC=CC=C2 (R)-5-amino-8-(2,6-dimethylpyridin-4-yl)-2-(morpholin-2-ylmethyl)-7-phenyl-[1,2,4]triazolo[4,3-c]pyrimidin-3(2H)-one